FC(OC=1C=C(C=CC1)CN)(F)F (3-(trifluoromethoxy)phenyl)methylamine